C12CC(CC2C1)OC1=C(C=C(C=C1F)NC(C1=NC(=CC=C1C)N1CC(C1)(C)OC)=O)F N-(4-(bicyclo[3.1.0]hexan-3-yloxy)-3,5-difluorophenyl)-6-(3-methoxy-3-methylazetidin-1-yl)-3-methylpicolinamide